(2-(dimethylamino)-6-(3-fluoro-2-methylphenyl)imidazo[1,2-a]pyridin-3-yl)((1r,2s)-2-fluorocyclopropyl)methanone CN(C=1N=C2N(C=C(C=C2)C2=C(C(=CC=C2)F)C)C1C(=O)[C@@H]1[C@H](C1)F)C